5-[(4R,10bS)-8-[(3S,4S)-4-fluoropyrrolidin-3-yl]oxy-4-methyl-3,4,6,10b-tetrahydro-1H-pyrazino[2,1-a]isoindol-2-yl]quinoline-8-carbonitrile F[C@@H]1[C@H](CNC1)OC=1C=C2CN3[C@@H](C2=CC1)CN(C[C@H]3C)C3=C1C=CC=NC1=C(C=C3)C#N